N[C@H](C(=O)OCCCC)COC(C)(C)C butyl (S)-2-amino-3-t-butoxypropionate